N1CC(C1)C1=C(C=CC=C1)S(=O)(=O)N azetidin-3-yl-benzenesulfonamide